4-chloro-5-iodo-6-methylpyrimidin-2-amine ClC1=NC(=NC(=C1I)C)N